CC1=CNC2=NC=CC(=C21)OC=2C=C1CCCC(C1=CC2)N 6-((3-methyl-1H-pyrrolo[2,3-b]pyridin-4-yl)oxy)-1,2,3,4-tetrahydronaphthalen-1-amine